2-(2-(Bromomethyl)-3-methylimidazo[1,2-a]pyridin-7-yl)-3,4-dichlorophenol BrCC=1N=C2N(C=CC(=C2)C2=C(C=CC(=C2Cl)Cl)O)C1C